N-(3-((5-(3-chlorophenyl)-7H-pyrrolo[2,3-d]pyrimidin-4-yl)amino)-2-methylpropyl)acetamide ClC=1C=C(C=CC1)C1=CNC=2N=CN=C(C21)NCC(CNC(C)=O)C